CC1CN(CCOC1)C=1C=CC2=C(N=C(O2)C2=C3C=C(N=CC3=C(N=C2)NC)NC(=O)C2CC2)C1 N-(5-(5-(6-methyl-1,4-oxaazepan-4-yl)benzo[d]oxazol-2-yl)-8-(methylamino)-2,7-naphthyridin-3-yl)cyclopropanecarboxamide